FC=1C=C2C(CCOC2=CC1)=N[S@@](=O)C(C)(C)C (S)-N-(6-fluorochroman-4-ylidene)-2-methylpropane-2-sulfinamide